1-(3-chloro-2-fluorobenzyl)-4-((5-fluoro-2-((5-methyl-1H-pyrazol-3-yl)amino)-6-(trifluoromethyl)-pyrimidin-4-yl)methyl)piperidine-4-carboxylic acid ClC=1C(=C(CN2CCC(CC2)(C(=O)O)CC2=NC(=NC(=C2F)C(F)(F)F)NC2=NNC(=C2)C)C=CC1)F